ClC=1C=C(C=C(C1)S(=O)(=O)C)NC(=O)C1=CNC(=C1)C1=NC=C(C=C1F)F N-(3-chloro-5-(methylsulfonyl)phenyl)-5-(3,5-difluoropyridin-2-yl)-1H-pyrrole-3-carboxamide